O=S1S[C@@H](CC1)CCCCC(=O)OCCl chloromethyl 5-((3R)-1-oxido-1,2-dithiolan-3-yl)pentanoate